FC=1C(=C(C(=NC1)C(F)(F)F)C)C(=O)O 5-Fluoro-3-methyl-2-(trifluoromethyl)pyridine-4-carboxylic acid